Cl.COC=1C=C(C=CC1OC)C[C@](N)(C(=O)O)C 3-(3,4-dimethoxyphenyl)-2-methylalanine hydrochloride